Tri-n-butyl-hafnium C(CCC)[Hf](CCCC)CCCC